(S)-2-(hydroxymethyl)-3-(oxetan-2-ylmethyl)-7,8-dihydro-3H-[1,4]dioxino[2',3':3,4]benzo[1,2-d]imidazole-5-carboxylate OCC1=NC2=C(N1C[C@H]1OCC1)C=C(C1=C2OCCO1)C(=O)[O-]